Cl.O1COC2=C1C=CC(=C2)C2(CNC2)OC 3-(benzo(d)[1,3]dioxol-5-yl)-3-methoxyazetidine hydrochloride